CN1N=CC=2C1=NC(=CC2N2CC1=C(CC2)N(N=C1C)CC12CCC(CC1)(CC2)NC(CN2CC(C2)O)=O)C N-(4-((5-(1,6-dimethyl-1H-pyrazolo[3,4-b]pyridin-4-yl)-3-methyl-4,5,6,7-tetrahydro-1H-pyrazolo[4,3-c]pyridin-1-yl)methyl)bicyclo[2.2.2]oct-1-yl)-2-(3-hydroxyazetidin-1-yl)acetamide